tridibenzylideneacetone palladium (0) [Pd].C(C1=CC=CC=C1)=CC(=O)C=CC1=CC=CC=C1.C(C1=CC=CC=C1)=CC(=O)C=CC1=CC=CC=C1.C(C1=CC=CC=C1)=CC(=O)C=CC1=CC=CC=C1